(S)-2-Methyl-N-((R,E)-2-(((S)-1,1,1-trifluoropropan-2-yl)oxy)propylidene)propane-2-sulfinamide CC(C)(C)[S@](=O)/N=C/[C@@H](C)O[C@H](C(F)(F)F)C